isobutyl-(phenyl)(vinyl)phosphine oxide C(C(C)C)P(C=C)(C1=CC=CC=C1)=O